CN1N=CC(=N1)CC(=O)NC1=NNC(=C1)[C@@H]1C[C@@H](CC1)CCCC (1R,3S)-3-(3-{[(2-methyl-2H-1,2,3-triazol-4-yl)acetyl]amino}-1H-pyrazol-5-yl)cyclopentyl-(2S)-butan